4-(4-methylphenoxy)benzylamine nitrogen [N].CC1=CC=C(OC2=CC=C(CN)C=C2)C=C1